C(C)(C)(C)OC([C@@H](NC(=O)OCC1C2=CC=CC=C2C2=CC=CC=C12)CO)=O Nalpha-Fmoc-L-Serine tert-butyl ester